(3S,6S,9aR)-6-amino-5-oxo-N-((R)-1,2,3,4-tetrahydronaphthalen-1-yl)decahydro-1H-cyclopropa[d]pyrrolo[1,2-a]azocine-3-carboxamide N[C@H]1CC2C(C[C@@H]3N(C1=O)[C@@H](CC3)C(=O)N[C@@H]3CCCC1=CC=CC=C31)C2